C1=CC=CC=2C3=CC=CC=C3C(C12)(C1=CC(=C(C=C1)C1(CC=2C(OC(C2C=C1)=O)=O)C(=O)[O-])C)C1=CC(=C(C=C1)C1(CC=2C(OC(C2C=C1)=O)=O)C(=O)[O-])C 5,5'-[9H-fluoren-9-ylidene bis(2-methyl-4,1-phenylene)]bis(1,3-dihydro-1,3-dioxo-5-isobenzofurancarboxylate)